(5-amino-6,7-dihydro-5H-cyclopenta[b]pyridin-5-yl)methanol NC1(CCC2=NC=CC=C21)CO